COC(=O)C=1C=CC2=C(N(S(N(C2)C)(=O)=O)CC2=CC(=CC(=C2)F)F)C1 1-(3,5-difluorobenzyl)-3-methyl-3,4-dihydro-1H-benzo[c][1,2,6]thiadiazine-7-carboxylic acid methyl ester 2,2-dioxide